2,5-Diaminobenzene-1,4-diol NC1=C(C=C(C(=C1)O)N)O